C1(CC1)C1(C[C@H](N(CC1)C(=O)OCC1=CC=CC=C1)C1=CC=C(C=C1)C(=O)OC)O (2S)-Benzyl 4-cyclopropyl-4-hydroxy-2-(4-(methoxycarbonyl)phenyl)piperidine-1-carboxylate